BrC1=NC=CC(=C1OC)CC=1C=NC=C(C1C)OC1=C(C=C(C=C1)C)F 2-bromo-4-[[5-(2-fluoro-4-methyl-phenoxy)-4-methyl-3-pyridyl]methyl]-3-methoxy-pyridine